2-{7-[(1,3-benzothiazol-2-yl)amino]-3,4-dihydro-2H-1,4-benzoxazin-4-yl}-1,3-thiazole-4-carboxylic acid S1C(=NC2=C1C=CC=C2)NC2=CC1=C(N(CCO1)C=1SC=C(N1)C(=O)O)C=C2